5-chloro-2-(4-{[(3R)-1-ethylpiperidin-3-yl]amino}imidazo[1,5-d][1,2,4]triazin-1-yl)phenol formate C(=O)OC1=C(C=CC(=C1)Cl)C=1C=2N(C(=NN1)N[C@H]1CN(CCC1)CC)C=NC2